2-(p-dimethylaminostyryl)pyridylmethyliodide CN(C1=CC=C(C=CC2=NC=CC=C2CI)C=C1)C